(5-(((trans)-2-(3-(5-bromopyrimidin-2-yl)azetidin-1-yl)cyclohexyl)oxy)-1-oxoisoindolin-2-yl)piperidine-2,6-dione BrC=1C=NC(=NC1)C1CN(C1)[C@H]1[C@@H](CCCC1)OC=1C=C2CN(C(C2=CC1)=O)N1C(CCCC1=O)=O